5-bromopyrazine-2-carbohydrazide BrC=1N=CC(=NC1)C(=O)NN